OCCN1CCC(CC1)N1CCC(CC1)NC1=C2C=C(N(C2=CC=C1)CC(F)(F)F)C#CCNC=1C=CC(=NC1)C(C#N)(C)C 2-[5-({3-[4-({1-[1-(2-hydroxyethyl)piperidin-4-yl]piperidin-4-yl}amino)-1-(2,2,2-trifluoroethyl)-1H-indol-2-yl]prop-2-yn-1-yl}amino)pyridin-2-yl]-2-methylpropanenitrile